ClC1=NC=C(C(=C1)C1=C(C=NC(=C1)C)C(=O)NC=1SC2=C(N1)CN(C2)C(=O)C2CC1(C2)CC(C1)OC(F)F)OC 2'-Chloro-N-(5-(6-(difluoro-methoxy)spiro[3.3]heptane-2-carbonyl)-5,6-dihydro-4H-pyrrolo[3,4-d]thiazol-2-yl)-5'-methoxy-6-methyl-[4,4'-bipyridine]-3-carboxamide